COC(CO)CCO 2-methoxy-1,4-butanediol